C12CNCC(N1C=1SC3=C(N1)C=CC(=C3)C(=O)NC3CCCC3)C2 2-(3,6-diazabicyclo[3.1.1]heptan-6-yl)-N-cyclopentylbenzo[d]thiazole-6-carboxamide